F[C@H]1CN(CC1)CC(=O)NC=1N=CC2=CC=C(C=C2C1)C1=CN=CS1 (R)-2-(3-fluoropyrrolidin-1-yl)-N-(6-(thiazol-5-yl)isoquinolin-3-yl)acetamide